2-((2S,3S)-2-hydroxypentan-3-yl)-4-(4-(piperazin-1-yl)phenyl)-2,4-dihydro-3H-1,2,4-triazole-3-one O[C@@H](C)[C@H](CC)N1N=CN(C1=O)C1=CC=C(C=C1)N1CCNCC1